racemic-3-(3-chloro-4-fluorophenyl)-1-(1-(6,8-difluoro-1-oxo-1,2-dihydroisoquinolin-4-yl)ethyl)-1-(3-hydroxypropyl)urea ClC=1C=C(C=CC1F)NC(N(CCCO)[C@H](C)C1=CNC(C2=C(C=C(C=C12)F)F)=O)=O |r|